benzothiophenemethylamine iodide salt [I-].S1C(=CC2=C1C=CC=C2)CN